FC1=C(C#N)C=C(C=C1F)[N+](=O)[O-] 2,3-difluoro-5-nitrobenzonitrile